(R)-(1-((4-bromo-2,6-difluorophenyl)amino)-5-hydroxy-1-oxopentan-2-yl)carbamic acid tert-butyl ester C(C)(C)(C)OC(N[C@@H](C(=O)NC1=C(C=C(C=C1F)Br)F)CCCO)=O